racemic-3-(3-chloro-4-fluorophenyl)-1-(1-(7-fluoro-1-oxo-1,2-dihydroisoquinolin-4-yl)ethyl)-1-methylurea ClC=1C=C(C=CC1F)NC(N(C)[C@H](C)C1=CNC(C2=CC(=CC=C12)F)=O)=O |r|